5-[1-(5-bromopyridin-3-yl)-3-methylcyclobutyl]-4-methyl-1,2,4-triazole-3-thiol BrC=1C=C(C=NC1)C1(CC(C1)C)C=1N(C(=NN1)S)C